C1(CC1)C1=CC(=C(C=C1)N(C=1C=C(C(=O)N2CCN(CC2)CC2=NC3=C(N2C[C@H]2OCC2)C=C(C=C3)C(=O)O)C=CC1)C)C 2-[(4-{3-[(4-cyclopropyl-2-methylphenyl)(methyl)amino]benzoyl}piperazin-1-yl)methyl]-1-{[(2S)-oxetan-2-yl]methyl}-1H-1,3-benzodiazole-6-carboxylic acid